N1=CC(=CC2=NC=CC=C12)C#N 1,5-naphthyridine-3-carbonitrile